3,6-Bis(2-thioxothiazolidine-3-carbonyl)-2-((2-(trimethylsilyl)ethyl)thio)pyridine 1-oxide S=C1SCCN1C(=O)C=1C(=[N+](C(=CC1)C(=O)N1C(SCC1)=S)[O-])SCC[Si](C)(C)C